COC1=CC=C(C=N1)C1=CC=NC=C1 6-methoxy-3,4'-bipyridine